(R)-2-(3-(3,5-difluoro-6-(piperidin-3-ylamino)pyridin-2-yl)-7-methoxyimidazo[1,2-b]pyridazin-6-yl)propan-2-ol FC=1C(=NC(=C(C1)F)N[C@H]1CNCCC1)C1=CN=C2N1N=C(C(=C2)OC)C(C)(C)O